C(C1=CC=CC=C1)OC1=NC(=CC=C1C1=NN(C2=CC(=CC=C12)N1CCC(CC1)CN1CC2(CN(C2)C(=O)OC(C)(C)C)C1)C)OCC1=CC=CC=C1 tert-butyl 6-((1-(3-(2,6-bis(benzyloxy) pyridin-3-yl)-1-methyl-1H-indazol-6-yl) piperidin-4-yl) methyl)-2,6-diazaspiro[3.3]heptane-2-carboxylate